5-butylnon-4-en-1-ol C(CCC)C(=CCCCO)CCCC